N-[(2R)-2-aminopropyl]-2-bromo-5-fluoro-3-nitrobenzamide N[C@@H](CNC(C1=C(C(=CC(=C1)F)[N+](=O)[O-])Br)=O)C